ClC=1C=CC(=C(C1)S(=O)(=O)NC1=CC=C(C=C1)C1=NC(=C2C(=N1)NN=C2C)O[C@@H]2[C@@H](CN(CC2)C(=O)OC(C)(C)C)F)F tert-butyl (3R,4S)-4-((6-(4-((5-chloro-2-fluorophenyl)sulfonamido)phenyl)-3-methyl-1H-pyrazolo[3,4-d]pyrimidin-4-yl)oxy)-3-fluoropiperidine-1-carboxylate